N-((S)-1-methylpiperidin-3-yl)-4-((S)-3-phenylisoxazolidin-2-yl)-5-(trifluoromethyl)pyrimidine-2-amine CN1C[C@H](CCC1)NC1=NC=C(C(=N1)N1OCC[C@H]1C1=CC=CC=C1)C(F)(F)F